2-(2-((3R,4R)-3-amino-4-fluoropiperidin-1-yl)-5,6-difluoro-1H-benzo[d]imidazol-1-yl)-N-(1,1-dioxidotetrahydrothiophen-3-yl)-N-(thiophen-2-ylmethyl)acetamide N[C@@H]1CN(CC[C@H]1F)C1=NC2=C(N1CC(=O)N(CC=1SC=CC1)C1CS(CC1)(=O)=O)C=C(C(=C2)F)F